FC(C(C(F)(F)F)OC(OC(C(F)(F)F)C(F)(F)F)=O)(F)F Bis(1,1,1,3,3,3-hexafluoropropane-2-yl)carbonate